(-)-N-(5-(Cyclopropanesulfonimidoyl)-4-methylthiazol-2-yl)-N-methyl-2-(4-(pyridin-2-yl)phenyl)acetamide C1(CC1)S(=O)(=N)C1=C(N=C(S1)N(C(CC1=CC=C(C=C1)C1=NC=CC=C1)=O)C)C